2-chloro-9-fluoropyrazolo[1,5-a]quinoxaline-4(5H)-one ClC1=NN2C(C(NC3=CC=CC(=C23)F)=O)=C1